NC1=C(C2=C(S1)C(=CC=C2C=2C1=C(C=3C=NC(=NC3C2Cl)N2C[C@@H](CC2)N(C)C)COC1)F)C#N 2-Amino-4-(5-chloro-3-((R)-3-(dimethylamino)pyrrolidin-1-yl)-7,9-dihydrofuro[3,4-f]quinazolin-6-yl)-7-fluorobenzo[b]thiophene-3-carbonitrile